4-amino-2-butoxy-7-(5-(pyrrolidin-1-yl)pentyl)pyrido[3,2-d]pyrimidin-6(5H)-one NC=1C2=C(N=C(N1)OCCCC)C=C(C(N2)=O)CCCCCN2CCCC2